NC1C(CC(CC1C)C(C)(C)C1CC(C(C(C1)C)N)C)C bis(4-amino-3,5-dimethylcyclohexyl)propane